bicyclo[2.2.1]-heptene C12=CCC(CC1)C2